2-(2,6-dichloro-1H-benzo[d]imidazol-1-yl)-N,N-dimethylacetamide ClC1=NC2=C(N1CC(=O)N(C)C)C=C(C=C2)Cl